CC=1C(C(CCC1)(C)C)/C=C/C(C)O (E)-4-(2,6,6-trimethyl-2-cyclohexen-1-yl)-3-buten-2-ol